benzyl (2S)-3-methyl-2-[methyl(3-oxopiperazine-1-carbonyl)amino]butanoate CC([C@@H](C(=O)OCC1=CC=CC=C1)N(C(=O)N1CC(NCC1)=O)C)C